C(C)(=O)OCCCCCCCC\C=C/CC (Z)-9-dodecen-1-ol acetate